BrC1=C(C(=CC(=C1)C(C(F)(F)F)(C(F)(F)F)F)C(F)(F)F)NC(C1=C(C(=CC=C1)[N+](=O)[O-])F)=O N-(2-bromo-4-(perfluoropropan-2-yl)-6-(trifluoromethyl)phenyl)-2-fluoro-3-nitrobenzamide